(3-methyloxetan-3-yl)methan-d-amine CC1(COC1)C(N)[2H]